4-[2-[(1S,4aR,5R,8aS)-1-methyl-5-[(1S)-2,2,2-trifluoro-1-hydroxy-ethyl]-3,4,4a,5,6,7,8,8a-octahydro-1H-isoquinolin-2-yl]-2-oxo-ethyl]-3,5-dichloro-pyridine-2-carbaldehyde C[C@@H]1N(CC[C@H]2[C@@H](CCC[C@H]12)[C@@H](C(F)(F)F)O)C(CC1=C(C(=NC=C1Cl)C=O)Cl)=O